CC(C)C=1C(=C(C(=S)C2=CC=CC=C2)C=CC1)C(C)C bis(methylethyl)thiobenzophenone